ClC1=CC=CN(N1)C 6-chloro-2-methylpyridazine